(-)-3,7-dimethyloct-6-en-1-ol C[C@@H](CCC=C(C)C)CCO